N1=CC=C(C=C1)C1=NC2=C(N1)C=CC(=C2)C(=O)O 2-(pyridin-4-yl)-1H-benzo[d]imidazole-5-carboxylic acid